tert-butyl 3-[[6-(2,8-dimethylimidazo[1,2-b]pyridazin-6-yl)-8-fluoro-imidazo[1,2-a]pyridin-2-yl]carbamoyl]azetidine-1-carboxylate CC=1N=C2N(N=C(C=C2C)C=2C=C(C=3N(C2)C=C(N3)NC(=O)C3CN(C3)C(=O)OC(C)(C)C)F)C1